N-(2-methyl-5-(1-oxido-2,5-dihydrophosphol-1-yl)quinolin-6-yl)pivalamide CC1=NC2=CC=C(C(=C2C=C1)P1(CC=CC1)=O)NC(C(C)(C)C)=O